IC=1C=C(C=CC1)C=1N=CC2=C(N1)C(=NC=C2)N 2-(3-iodophenyl)pyrido[3,4-d]pyrimidin-8-amine